tert-butyl N-{1-[8-({8-fluoro-2-methylimidazo[1,2-a]pyridin-6-yl}carbamoyl)quinoxalin-5-yl]pyrrolidin-3-yl}-N-methylcarbamate FC=1C=2N(C=C(C1)NC(=O)C=1C=CC(=C3N=CC=NC13)N1CC(CC1)N(C(OC(C)(C)C)=O)C)C=C(N2)C